C(C)(=O)C1=NN(C2=C(N=C(C=C21)C=2C=NC(=NC2)C)C)CC(=O)N2[C@@H](C[C@@](C2)(C)F)C(=O)NC2=NC(=CC=C2C)Br (2S,4R)-1-(2-(3-acetyl-7-methyl-5-(2-methylpyrimidin-5-yl)-1H-pyrazolo[3,4-c]pyridin-1-yl)acetyl)-N-(6-bromo-3-methylpyridin-2-yl)-4-fluoro-4-methylpyrrolidine-2-carboxamide